C(CCCCCCC)[P+](C)(CCCCCCCC)CCCCCCCC.C(CCCCCCCCCCC)C1=C(C=CC=C1)S(=O)(=O)[O-] dodecyl-benzenesulfonic acid trioctyl-methyl-phosphonium salt